CN1CCN(CC1)C=1C=C(C=CC1)NC(=O)[C@H]1[C@@H](N(C(C2=CC=CC=C12)=O)CC1CCN(CC1)C)C1=CC=C(C=C1)C(F)(F)F (3R,4R)-N-[3-(4-methylpiperazin-1-yl)phenyl]-2-[(1-methylpiperidin-4-yl)methyl]-1-oxo-3-[4-(trifluoromethyl)phenyl]-1,2,3,4-tetrahydroisoquinoline-4-carboxamide